methyl-1-(tetrahydro-2H-pyran-4-yl)methylamine CNCC1CCOCC1